ClC=1C(=C(C=CC1F)C1N(CCC(C1)C=N[S@](=O)C(C)(C)C)C1(CC1)C(F)(F)F)F (R)-N-((3-chloro-2,4-difluorophenyl-1-(1-(trifluoromethyl)cyclopropyl)piperidin-4-yl)methylene)-2-methylpropane-2-sulfinamide